6-(6-aminopyridin-3-yl)-N-(cyclopropylmethyl)quinazolin-4-amine NC1=CC=C(C=N1)C=1C=C2C(=NC=NC2=CC1)NCC1CC1